C(C1=CC=CC=C1)OC1=CC=C(C=C1)C[C@@H](C(=O)OC)NC(=O)NC1CCN(CC1)C(CCC1=CC=C(C=C1)C#N)=O Methyl (S)-3-(4-(benzyloxy)phenyl)-2-(3-(1-(3-(4-cyanophenyl)propanoyl)piperidin-4-yl)ureido)-propanoate